C(C)(=O)O[C@H]1[C@@H]2CC(C[C@H]([C@H]1OC(C1=CC=C(C=C1)OC)(C1=CC=C(C=C1)OC)C1=CC=C(C=C1)OC)N2CC2=CC=CC=C2)=O (1R,5S,6S,7R)-7-(Tris(4-methoxyphenyl)methoxy)-8-benzyl-3-oxo-8-azabicyclo[3.2.1]octan-6-yl acetate